(E)-7-Hexadecen-1-ol disodium citrate C(CC(O)(C(=O)O)CC(=O)[O-])(=O)[O-].[Na+].[Na+].C(CCCCC\C=C\CCCCCCCC)O